N,N,N-trimethylammonium ethyl-acrylate C(C)OC(C=C)=O.C[NH+](C)C